1-(4-(4-morpholinyl-6-(5-(morpholinylmethyl)thiophen-2-yl)-1,3,5-triazin-2-yl)phenyl)-3-(pyridin-3-yl)urea N1(CCOCC1)C1=NC(=NC(=N1)C=1SC(=CC1)CN1CCOCC1)C1=CC=C(C=C1)NC(=O)NC=1C=NC=CC1